6-[(tert-butyldiphenylsilyl)oxy]-5-methyl-2-oxohexanoic acid ethyl ester C(C)OC(C(CCC(CO[Si](C1=CC=CC=C1)(C1=CC=CC=C1)C(C)(C)C)C)=O)=O